[Sn].[In].[Ga].[B].[Fe].[Nd] neodymium-iron-boron-gallium-indium-tin